tert-Butyl-((7R)-2-(4-methoxy-3-methylbenzofuran-6-carbonyl)-2-azabicyclo[2.2.1]heptan-7-yl)carbamate C(C)(C)(C)OC(N[C@H]1C2N(CC1CC2)C(=O)C2=CC1=C(C(=CO1)C)C(=C2)OC)=O